2-(4-{6-[(3S,4S)-4-amino-3-methyl-2-oxa-8-azaspiro[4.5]decan-8-yl]-1H-pyrazolo[3,4-b]pyrazin-3-yl}-7-cyano-1,2,3,4-tetrahydroquinoxalin-1-yl)acetic acid N[C@@H]1[C@@H](OCC12CCN(CC2)C2=CN=C1C(=N2)NN=C1N1CCN(C2=CC(=CC=C12)C#N)CC(=O)O)C